ClC1=C(C=CC=C1)CC=1N(C(N(N1)CC)=O)CC1CCCCCC1 5-[(2-chlorophenyl)methyl]-4-(cycloheptylmethyl)-2-ethyl-2,4-dihydro-3H-1,2,4-triazol-3-one